(1R,2S)-N-(6-(5-chloro-7-(cyclopropyl(methyl)amino)-6-fluoro-1H-indazol-4-yl)imidazo[1,2-a]pyrazin-2-yl)-2-fluorocyclopropane-1-carboxamide ClC=1C(=C2C=NNC2=C(C1F)N(C)C1CC1)C=1N=CC=2N(C1)C=C(N2)NC(=O)[C@@H]2[C@H](C2)F